tert-butyl 2-(2-methyl-3-bromo-4-carbonylquinolin-1(4H)-yl)acetate CC=1N(C2=CC=CC=C2C(C1Br)=C=O)CC(=O)OC(C)(C)C